Dimethyl 2-methylenepentanedioate C=C(C(=O)OC)CCC(=O)OC